FC(C[C@@H]([C@H](CO)NC(OC(C)(C)C)=O)CCO)(F)F tert-Butyl N-[(1R,2S)-4,4,4-trifluoro-2-(2-hydroxyethyl)-1-(hydroxymethyl)butyl]carbamate